(S)-1-(3-(7-acetyl-4-amino-3-((6-chloro-1-cyclopropyl-2-methyl-1H-benzo[d]imidazol-5-yl)ethynyl)-1H-pyrazolo[4,3-c]pyridin-1-yl)pyrrolidin-1-yl)prop-2-en-1-one C(C)(=O)C=1C2=C(C(=NC1)N)C(=NN2[C@@H]2CN(CC2)C(C=C)=O)C#CC2=CC1=C(N(C(=N1)C)C1CC1)C=C2Cl